FC1=CC=C(CC2=CC3=C(OC[C@@H](N3C(=O)OCC3=CC=CC=C3)C)N=C2C(=O)N2CCCCC2)C=C1 benzyl (S)-7-(4-fluorobenzyl)-2-methyl-6-(piperidine-1-carbonyl)-2,3-dihydro-1H-pyrido[2,3-b][1,4]oxazine-1-carboxylate